C(C)NC(=O)[C@H]1[C@@H](CC[C@H](C1)C)C(=C)C (1r,2r,5r)-N-ethyl-5-methyl-2-(prop-1-en-2-yl)-cyclohexanecarboxamide